3-allylphenol sulfate S(=O)(=O)(O)OC1=CC(=CC=C1)CC=C